N-(3-amino-4-fluorobenzyl)-1'-ethyl-6'-fluoro-4'-oxo-3',4'-dihydro-1'H-spiro[piperidine-4,2'-quinoline]-1-carboxamide NC=1C=C(CNC(=O)N2CCC3(N(C4=CC=C(C=C4C(C3)=O)F)CC)CC2)C=CC1F